FC(=C(F)F)OC1=CC=C(C=C1)C=CC(=O)C1=CC=C(C=C1)CCC(=O)O 3-[4-[3-[4-(1,2,2-Trifluoroethenoxy)phenyl]prop-2-enoyl]phenyl]propanoic acid